ClC=1C=C(C(=NC1)C)N[C@@H](C)C1=CC=C(S1)C(=O)N[C@H](C(=O)N[C@@H]1C(C1)(F)F)CC1CCCC1 (2S)-2-({5-[(1S)-1-[(5-chloro-2-methylpyridin-3-yl)amino]ethyl]thiophen-2-yl}formamido)-3-cyclopentyl-N-[(1S)-2,2-difluorocyclopropyl]propanamide